C(C)(=O)OCCC\C=C/C\C=C/CC (Z,Z)-4,7-decadien-1-yl acetate